(R)-N-(3-((tert-butyldimethylsilyl)oxy)-4-(4-(3-fluoro-2-methoxyphenyl)-3,6-dihydropyridin-1(2H)-yl)butyl)-1H-imidazole-1-carboxamide [Si](C)(C)(C(C)(C)C)O[C@H](CCNC(=O)N1C=NC=C1)CN1CCC(=CC1)C1=C(C(=CC=C1)F)OC